FC(C(=O)NC)(F)F trifluoro-N-methylacetamide